C(CCCCCCC)C=1OC=2C(=CC=3NC=4C=CC=CC4OC3C2)N1 2-octyl-5H-oxazolo[4,5-b]phenoxazine